C1(=CC=CC=C1)CCC(C(=O)O)CCCCC 2-(2-phenylethyl)heptanoic acid